4-({8,8-difluoro-3-azabicyclo[3.2.1]octan-3-yl}methyl)piperidin FC1(C2CN(CC1CC2)CC2CCNCC2)F